N-(5-cyano-3-fluoro-2-pyridyl)-5-phenyl-1H-pyrrole-3-sulfonamide C(#N)C=1C=C(C(=NC1)NS(=O)(=O)C1=CNC(=C1)C1=CC=CC=C1)F